formyl-2,2'-bithiophene-5-boronic acid C(=O)C1=C(SC(=C1)B(O)O)C=1SC=CC1